(3-amino-6-chloro-pyridazin-4-yl)-4-phenyl-piperidine NC=1N=NC(=CC1N1CCC(CC1)C1=CC=CC=C1)Cl